C1(CC1)OC=1C=C(C=CC1)N1C(C(C2=CC(=CC=C12)C(=O)N[C@@](CS(=O)=O)(CC)C)(C)C)=O 1-[3-(cyclopropyloxy)phenyl]-3,3-dimethyl-N-[(3R)-3-methyl-1,1-dioxo-thia-pent-3-yl]-2-oxo-indoline-5-carboxamide